ClCCC(=C(C1=CC=C(C=C1)O)C1=CC=C(OCCN2CCC(CC2)CN2CCC(CC2)C=2C=C3C(N(C(C3=CC2)=O)C2C(NC(CC2)=O)=O)=O)C=C1)C1=CC=C(C=C1)O 5-(1-((1-(2-(4-(4-chloro-1,2-bis(4-hydroxyphenyl)but-1-en-1-yl)phenoxy)ethyl)piperidin-4-yl)methyl)piperidin-4-yl)-2-(2,6-dioxopiperidin-3-yl)isoindoline-1,3-dione